S1C=2C(CC1C(=O)[O-])C=CC2 dihydrocyclopenta[b]thiophene-2-carboxylate